COC1=CC=C2CCC(SC2=C1)(C)C 7-methoxy-2,2-dimethylthiochromane